OC[C@H]1N(CC(=C1)C=1C=NC=CC1)C(=O)OC(C)(C)C tert-butyl (S)-2-(hydroxymethyl)-4-(pyridin-3-yl)-2,5-dihydro-1H-pyrrole-1-carboxylate